(3,5-dichloro-4-((2-formyl-1-oxo-1,2,3,4-tetrahydroisoquinolin-6-yl)oxy)phenyl)-3,5-dioxo-2,3,4,5-tetrahydro-1,2,4-triazine-6-carbonitrile ClC=1C=C(C=C(C1OC=1C=C2CCN(C(C2=CC1)=O)C=O)Cl)N1N=C(C(NC1=O)=O)C#N